O=C1N(C(C2=CC=CC=C12)=O)OC([C@H](C(C)C)NC(=O)[C@@H]1N(CCC1)C(=O)OC(C)(C)C)=O tert-butyl (R)-2-(((S)-1-((1,3-dioxoisoindolin-2-yl)oxy)-3-methyl-1-oxobutan-2-yl)carbamoyl)pyrrolidine-1-carboxylate